C(C)C1=NC2=C(C=3N1C=NN3)C=C([N+](=C2)[O-])C 5-ethyl-9-methylpyrido[4,3-e][1,2,4]triazolo[4,3-c]pyrimidine 8-oxide